(S)-1-methyl-N-(4-methyl-3-(((R)-1-(naphthalen-1-yl)ethyl)carbamoyl)phenyl)piperidine-2-carboxamide CN1[C@@H](CCCC1)C(=O)NC1=CC(=C(C=C1)C)C(N[C@H](C)C1=CC=CC2=CC=CC=C12)=O